5-(2,4-difluorophenyl)-2-methyl-7-(2-(2-methylpyridin-4-yl)tetrahydro-2H-pyran-4-yl)-1,6-naphthyridine FC1=C(C=CC(=C1)F)C1=C2C=CC(=NC2=CC(=N1)C1CC(OCC1)C1=CC(=NC=C1)C)C